S1C=NC2=C1C=C(C=C2)NC2=NC=NC1=CC(=CC(=C21)O[C@@H](CO)C)C=2C=NN(C2)C (R)-2-((4-(benzo[d]thiazol-6-ylamino)-7-(1-methyl-1H-pyrazol-4-yl)quinazolin-5-yl)oxy)propan-1-ol